C(N)(=O)C1(CCN(CC1)C1=C2N=C(N(C2=NC(=N1)C(=O)O)C1=CC=C(C=C1)Cl)C1=C(C=CC=C1)Cl)C 6-(4-carbamoyl-4-methyl-1-piperidyl)-8-(2-chlorophenyl)-9-(4-chlorophenyl)purine-2-carboxylic acid